(S)- or (R)-2-(4-cyano-2-cyclopropyl-6-isopropylphenyl)-N-(4-((dimethylamino)methyl)-2-fluorophenylsulfonimidoyl)acetamide C(#N)C1=CC(=C(C(=C1)C(C)C)CC(=O)N[S@@](=O)(=N)C1=C(C=C(C=C1)CN(C)C)F)C1CC1 |o1:15|